The molecule is a benzothiazine that is 2H-1,4-benzothiazin-3(4H)-one substituted by a hydroxy and a hydroxymethyl group at positions 7 and 5 respectively. It is an antibacterial agent from Ampelomyces. It has a role as a metabolite and an antibacterial agent. It is a member of phenols, a member of benzyl alcohols, a lactam and a benzothiazine. C1C(=O)NC2=C(C=C(C=C2S1)O)CO